ClC1=CC=C2C(=N1)C(=CN2)NC2=NC1=C(N2C)C=C(C(=C1)F)OC1=CC=CC=C1 N-(5-Chloro-1H-pyrrolo[3,2-b]pyridin-3-yl)-5-fluoro-1-methyl-6-phenoxy-1H-benzo[d]imidazol-2-amine